4-(4-(3-cyclopropylprop-1-ynyl)phenoxy)-1,2,5-oxadiazole-3-carboxylic acid C1(CC1)CC#CC1=CC=C(OC=2C(=NON2)C(=O)O)C=C1